4-(2-t-Butyltetrazol-5-yl)phenol C(C)(C)(C)N1N=C(N=N1)C1=CC=C(C=C1)O